7-((1H-imidazol-1-yl)methyl)-2-(6,7-dimethoxyphthalazin-1-yl)-5-(1-methyl-3-(trifluoromethyl)-1H-pyrazol-4-yl)-3,4-dihydroisoquinolin N1(C=NC=C1)CC1=CC(=C2CCN(CC2=C1)C1=NN=CC2=CC(=C(C=C12)OC)OC)C=1C(=NN(C1)C)C(F)(F)F